NC1=NC=CC=C1C1=NC2=C(N1C1=CC=C(C=C1)NC(OC(C)(C)C)=O)C=C(C=C2)Br tert-butyl N-[4-[2-(2-amino-3-pyridyl)-6-bromo-benzimidazol-1-yl]phenyl]carbamate